(S)-6-(4-(methoxycarbonyl)phenyl)-4-(1-methyl-1H-imidazol-4-yl)-3,6-dihydropyridine COC(=O)C1=CC=C(C=C1)[C@@H]1C=C(CC=N1)C=1N=CN(C1)C